ClC1=CC(=C(NC=2C3=C(N=CN2)C=CC(=N3)N3CC(C3)NC(OC(C)(C)C)=O)C=C1F)F tert-butyl N-[1-[4-(4-chloro-2,5-difluoro-anilino)pyrido[3,2-d]pyrimidin-6-yl]azetidin-3-yl]carbamate